ClC=1C(=NC(=NC1)N1C[C@@H](CCC1)CNC1=CC(=CC=C1)C1C(NC(CC1)=O)=O)NC=1C=C2C=C(C(N(C2=CC1)C)=O)OCC(=O)NC 2-((6-((5-chloro-2-((3S)-3-(((3-(2,6-dioxopiperidin-3-yl)phenyl)amino)methyl)piperidin-1-yl)pyrimidin-4-yl)amino)-1-methyl-2-oxo-1,2-dihydroquinolin-3-yl)oxy)-N-methylacetamide